(S)-2-((7-(2-((2-fluoro-4-methylbenzyl)oxy)pyrimidin-4-yl)-5-fluoro-2,3-dihydrobenzofuran-4-yl)methyl)-4-methoxy-1-(oxetane-2-ylmethyl)-1H-benzo[d]imidazole-6-carboxylic acid FC1=C(COC2=NC=CC(=N2)C2=CC(=C(C=3CCOC32)CC3=NC2=C(N3C[C@H]3OCC3)C=C(C=C2OC)C(=O)O)F)C=CC(=C1)C